4-[2-(2-{3-[(dimethylamino)methyl]imidazo[1,2-a]pyridin-6-yl}-5-fluorophenoxy)ethyl]-N,N,1,5-tetramethyl-1H-pyrazole-3-carboxamide CN(C)CC1=CN=C2N1C=C(C=C2)C2=C(OCCC=1C(=NN(C1C)C)C(=O)N(C)C)C=C(C=C2)F